[1,3]dioxan-5-carboxylate O1COCC(C1)C(=O)[O-]